C(#N)C1(CC1)C1=NC(=CC(=C1)C(=O)NC(C)C=1N(N=CN1)C1=NC=C(C=C1)OCC(F)(F)F)C(F)(F)F 2-(1-cyanocyclopropyl)-N-[1-[2-[5-(2,2,2-trifluoroethoxy)-2-pyridyl]-1,2,4-triazol-3-yl]ethyl]-6-(trifluoromethyl)pyridine-4-carboxamide